C1(CC1)C1=CC(=NN1)NC(CC=1N=C2N(C=C(C=C2)Cl)C1)=O N-(5-cyclopropyl-1H-pyrazol-3-yl)-2-(6-chloroimidazo[1,2-a]pyridin-2-yl)acetamide